C(C)(C)OC(CC(=O)OC(C)(CC)C)=O malonic acid (2-methyl-2-butyl) isopropyl ester